(2S)-2-{[5-(2,6-dimethoxyphenyl)-1-(2-methylpropyl)-1H-pyrazol-3-yl]formamido}-4-phenyl-N-propylbutanamide COC1=C(C(=CC=C1)OC)C1=CC(=NN1CC(C)C)C(=O)N[C@H](C(=O)NCCC)CCC1=CC=CC=C1